4-((S)-2-(dimethylamino)-3-((R)-3-(2-methylpyrimidin-5-yl)-3-(1-(trifluoromethyl)cyclopropyl)propanamido)propyl)-N,3-dimethylbenzamide CN([C@@H](CC1=C(C=C(C(=O)NC)C=C1)C)CNC(C[C@@H](C1(CC1)C(F)(F)F)C=1C=NC(=NC1)C)=O)C